C1(=CC=CC=C1)P(=O)(C1=CC=CC=C1)C(=O)C=1C(=C(NC(C(=O)OCC)=O)C(=CC1C)C)C ethyl 2-(3-diphenylphosphorylcarbonyl-2,4,6-trimethyl-anilino)-2-oxo-acetate